3-(Benzyloxy)-1-(4-(5-(trifluoromethyl)pyrimidin-2-yl)piperazin-1-yl)propan-1-one hexamethylenebisStearate C(CCCCCCCCCCCCCCCCCCCCCCCCCCCCCCCCCCCCCCCCC(=O)O)(=O)O.C(C1=CC=CC=C1)OCCC(=O)N1CCN(CC1)C1=NC=C(C=N1)C(F)(F)F